C1(=CC=CC=C1)C1(NC(=CC=C1)C1=CC=CC=C1)B(O)O (2,6-diphenyl-2-pyridyl)boronic acid